NC1=NC=C(C2=C1C=NN2)NC(C(=O)N2[C@H](CC[C@@H](C2)C)C=2C=NC=CC2)=O N-(4-amino-1H-pyrazolo[4,3-c]pyridin-7-yl)-2-((2R,5S)-5-methyl-2-(pyridin-3-yl)piperidin-1-yl)-2-oxoacetamide